C(C)(C)(C)OC(=O)N1C=CC2=C(C(=CC(=C12)C)Br)CN1N=C2N=C(C=CC2=C1)C#N.OC1=CC=C(C(=O)C2=CC(=CC=C2)C(C2=CC=C(C=C2)O)=O)C=C1 1,3-bis(4'-hydroxybenzoyl)benzene tert-butyl-5-bromo-4-((6-cyano-2H-pyrazolo[3,4-b]pyridin-2-yl)methyl)-7-methyl-1H-indole-1-carboxylate